ClC=1C=C(C=CC1)N1C=C(C2=C1N=CN=C2N2C[C@H](N(CC2)C(=O)OC(C)(C)C)C)N2[C@H](CCC2)CO tert-butyl (R)-4-(7-(3-chlorophenyl)-5-((R)-2-(hydroxymethyl)pyrrolidin-1-yl)-7H-pyrrolo[2,3-d]pyrimidin-4-yl)-2-methylpiperazine-1-carboxylate